C1(NCCC2=CC=CC=C12)C1NCCC2=CC=CC=C12 BIS-TETRAHYDROISOQUINOLINE